C(C1CO1)N(C1=CC=C(C=C1)OCC1CO1)CC1CO1 N,N-di-glycidyl-4-glycidyloxyaniline